BrC1=COC2=C1C(=CC=C2C#N)OC 3-bromo-4-methoxy-1-benzofuran-7-carbonitrile